3-(tert-butoxy)-N-(4-(6-(4-((4-(4-((2,6-dioxopiperidin-3-yl)amino)phenyl)piperidin-1-yl)methyl)-3-fluorophenyl)pyrrolo[2,1-f][1,2,4]triazin-4-yl)-2-fluorobenzyl)azetidine-1-carboxamide C(C)(C)(C)OC1CN(C1)C(=O)NCC1=C(C=C(C=C1)C1=NC=NN2C1=CC(=C2)C2=CC(=C(C=C2)CN2CCC(CC2)C2=CC=C(C=C2)NC2C(NC(CC2)=O)=O)F)F